3-[4-[2-(Dimethylamino)ethoxy]anilino]-5-(methylamino)-6-(3-methylimidazo[4,5-c]pyridin-7-yl)pyrazin-2-carboxamid CN(CCOC1=CC=C(NC=2C(=NC(=C(N2)NC)C=2C3=C(C=NC2)N(C=N3)C)C(=O)N)C=C1)C